N1(C=NC=C1)CCCNC(=O)C1=NN2C(N=C(C=C2C2CCCC2)C2=CC=CC=C2)=C1 N-(3-(1H-imidazol-1-yl)propyl)-7-cyclopentyl-5-phenylpyrazolo[1,5-a]pyrimidine-2-carboxamide